ClC1=C2C(=NC=C1)C(CC2CC)O 4-chloro-5-ethyl-6,7-dihydro-5H-cyclopenta[b]pyridin-7-ol